butyl (((2S,3S,4S)-4-(6-carbamoyl-2-fluoro-3-(2-hydroxyethoxy)phenyl)-5-chloro-6-fluoro-3-hydroxy-2-phenyl-2,3-dihydrobenzofuran-2-yl)methyl)carbamate C(N)(=O)C1=CC=C(C(=C1C1=C(C(=CC2=C1[C@@H]([C@](O2)(C2=CC=CC=C2)CNC(OCCCC)=O)O)F)Cl)F)OCCO